COC(=O)[C@H](C(=O)N[C@@H](CC1=CC=C(C=C1)NS(O)(=O)=O)C=1N=C(SC1)C=1SC=CC1)CC(C)C 4-{(S)-2-[(S)-2-(Methoxycarbonyl)-4-methylpentanamido]-2-[2-(thiophen-2-yl)thiazol-4-yl]ethyl}phenylsulfamic acid